C(C)C1=CN=C(N=N1)S(=O)C 6-ethyl-3-(methylsulfinyl)-1,2,4-triazine